4-(4-(4-(2-(2-Aminopyridin-3-yl)-5-(2-fluorophenyl)-3H-imidazo[4,5-b]pyridin-3-yl)benzyl)piperazin-1-yl)pyrimidine-2-carbonitrile NC1=NC=CC=C1C1=NC=2C(=NC(=CC2)C2=C(C=CC=C2)F)N1C1=CC=C(CN2CCN(CC2)C2=NC(=NC=C2)C#N)C=C1